(2R,3S,4S)-4-hydroxy-2-[(4-methoxyphenyl)methyl]pyrrolidin-3-yl 2-(2,1,3-benzothiadiazol-5-ylmethoxy)acetate N=1SN=C2C1C=CC(=C2)COCC(=O)O[C@H]2[C@H](NC[C@@H]2O)CC2=CC=C(C=C2)OC